N-(6-bromo-2-(2,6-dioxopiperidin-3-yl)-1-oxoisoindolin-5-yl)acetamide BrC1=C(C=C2CN(C(C2=C1)=O)C1C(NC(CC1)=O)=O)NC(C)=O